6,8-difluoro-1,3,4,5-tetrahydropyrido[4,3-b]indol FC1=CC(=CC=2C3=C(NC12)CCNC3)F